6-(2,6-difluorobenzylidene)-2-azaspiro[3.3]heptane-2-carboxylic acid tert-butyl ester C(C)(C)(C)OC(=O)N1CC2(C1)CC(C2)=CC2=C(C=CC=C2F)F